COC1=CC=C(C=N1)NC(OC[C@@H]1OC2=C(C1)C1=C(N=C(S1)C1=C3N=CC(=NC3=CC(=C1)C)OC)C=C2F)=O (R)-(5-fluoro-2-(2-methoxy-7-methylquinoxalin-5-yl)-7,8-dihydrobenzofuro[5,4-d]thiazol-7-yl)methyl (6-methoxypyridin-3-yl)carbamate